O[Si]([O-])([O-])[O-] The molecule is a trivalent inorganic anion obtained by removal of three protons from silicic acid. It is a silicate ion and a trivalent inorganic anion. It is a conjugate base of a dihydrogensilicate(2-). It is a conjugate acid of a silicate(4-).